[Cl-].CN(C=C(C=[NH+]C)C=1C2=C(N=CN1)NC=C2)C N-(3-(dimethylamino)-2-(7H-pyrrolo[2,3-d]pyrimidin-4-yl)allylidene)-N-methyl-ammonium chloride